4-(4-(3,8-diazabicyclo-[3.2.1]oct-6-en-3-yl)-8-fluoro-2-((tetrahydro-1H-pyrrolizin-7a(5H)-yl)methoxy)-pyrido[4,3-d]pyrimidin-7-yl)-5-ethynylnaphthalen-2-ol C12CN(CC(C=C1)N2)C=2C1=C(N=C(N2)OCC23CCCN3CCC2)C(=C(N=C1)C1=CC(=CC2=CC=CC(=C12)C#C)O)F